FC1=C(C=CC(=C1)F)C1=CC(=NO1)C(=O)N[C@@H]1[C@H](CN(CC1)CC)C(=O)O (3S,4S)-4-{[5-(2,4-difluoro-phenyl)-isoxazole-3-carbonyl]-amino}-1-ethyl-piperidine-3-carboxylic acid